C(C)(C)(C)C=1C=C(C(=CC1O)C)C(CCC)C=1C(=CC(=C(C1)C(C)(C)C)O)C 6,6'-di-t-butyl-4,4'-butylidenedi-m-Cresol